2-(pyridazine-4-yl)-1,3-oxaazole-4-carboxyamide N1=NC=C(C=C1)C=1OC=C(N1)CC(=O)N